di(oxetane-3-yl)methylphenyl-i-propyl-oxysilane O1CC(C1)C(C1COC1)[SiH](OC(C)C)C1=CC=CC=C1